C[NH+]1C(N(CC1)C)CC 1,3-dimethyl-2-ethyl-imidazolinium